C(N)(=O)C1=C(C2=C(NC(=N2)C=2C3=C(SC2C(=O)O)C=CC=C3Cl)C=C1)Cl 3-(5-carbamoyl-4-chloro-1H-benzo[d]imidazol-2-yl)-4-chlorobenzo[b]thiophene-2-carboxylic acid